C(=O)(O)C=1C=C(COC=2C=C(C=C(C(=O)O)C2)C(=O)O)C=C(C1)C(=O)O 5-(3,5-dicarboxybenzyloxy)isophthalic acid